ClC=1C(=CC(=C(C(=O)NC2=CC(=NC=C2)S(=O)(=N)C)C1)OC=1C(=NC(=CC1)F)C)C(F)(F)F 5-chloro-2-((6-fluoro-2-methylpyridin-3-yl)oxy)-N-(2-(S-methylsulfonimidoyl)pyridin-4-yl)-4-(trifluoromethyl)benzamide